[Na+].[Na+].[Na+].C(CCC(=O)[O-])(=O)[O-].C(CCC(=O)O)(=O)[O-] disuccinic acid trisodium salt